CC=1C=C(CN2C3=C(OCC2=O)C=CC(=C3)C(=O)NO)C=CC1C 4-(3,4-dimethylbenzyl)-N-hydroxy-3-oxo-3,4-dihydro-2H-benzo[b][1,4]oxazine-6-carboxamide